3-cyano-4-{4-[(1R)-1-{[5-(2,4-difluorophenoxy)pyrazin-2-yl] carbamoyl}ethyl]-2,2-dimethylpiperazine-1-carbonyl}pyridin-1-ium-1-olate C(#N)C=1C=[N+](C=CC1C(=O)N1C(CN(CC1)[C@H](C)C(NC1=NC=C(N=C1)OC1=C(C=C(C=C1)F)F)=O)(C)C)[O-]